ClC1=CC=C(CNC(=S)NC2=CC=CC=C2)C=C1 N-(4-chlorobenzyl)-N'-phenylthiourea